NC1=C2C(=NC=N1)N(N=C2C2=C(C=CC=C2)OC2=C(C=CC=C2)F)[C@H]2CN(CCC2)C(=O)C(C#N)=CC(C)(C)C (R)-2-(3-(4-amino-3-(2-fluorophenoxyphenyl)-1H-pyrazolo[3,4-d]pyrimidin-1-yl)piperidine-1-carbonyl)-4,4-dimethylpentenenitrile